N-[9-[(2R,3S,5R)-5-[[bis(4-methoxyphenyl)-phenyl-methoxy]methyl]-3-[tert-butyl(dimethyl)silyl]oxy-4-hydroxy-tetrahydrofuran-2-yl]-8-oxo-7H-purin-6-yl]benzamide COC1=CC=C(C=C1)C(OC[C@@H]1C([C@@H]([C@@H](O1)N1C2=NC=NC(=C2NC1=O)NC(C1=CC=CC=C1)=O)O[Si](C)(C)C(C)(C)C)O)(C1=CC=CC=C1)C1=CC=C(C=C1)OC